NCC1(NC(C=2N1C(C(=CC2Cl)NC2=NC=NC=C2)=O)=O)CN 3,3-bis(aminomethyl)-8-chloro-6-(pyrimidin-4-ylamino)-2,3-dihydroimidazo[1,5-a]pyridine-1,5-dione